4-(Tert-butyl)-N-(4-(1-methyl-1H-indazol-5-yl)-3-(2H-tetrazol-5-yl)phenyl)piperidine-1-carboxamide C(C)(C)(C)C1CCN(CC1)C(=O)NC1=CC(=C(C=C1)C=1C=C2C=NN(C2=CC1)C)C=1N=NNN1